P(=O)(OCCCC)([O-])[O-] n-butyl phosphate